6-(3,5-dimethylisoxazol-4-yl)-N-(4-fluoro-2-methoxyphenyl)-1-(tetra-hydro-2H-pyran-2-yl)-1H-indazol-3-amine CC1=NOC(=C1C1=CC=C2C(=NN(C2=C1)C1OCCCC1)NC1=C(C=C(C=C1)F)OC)C